N-[(1S)-1-[[(2-Chloroacetyl)-[[(3S)-2-oxo-pyrrolidin-3-yl]methyl]amino]carbamoyl]-3-methyl-butyl]-1H-indole-2-carboxamide ClCC(=O)N(C[C@H]1C(NCC1)=O)NC(=O)[C@H](CC(C)C)NC(=O)C=1NC2=CC=CC=C2C1